L-1,1-dimethylguanidine sulfate S(=O)(=O)(O)O.CN(C(=N)N)C